4-((5-(2-(2-aminopyridin-3-yl)-5-phenyl-3H-imidazo[4,5-b]pyridin-3-yl)pyridin-2-yl)carbamoyl)bicyclo[2.1.1]hexane-1-carboxylic acid NC1=NC=CC=C1C1=NC=2C(=NC(=CC2)C2=CC=CC=C2)N1C=1C=CC(=NC1)NC(=O)C12CCC(C1)(C2)C(=O)O